2-(2,5-diaminophenyl)-ethanol NC1=C(C=C(C=C1)N)CCO